tert-butyl (4-bromo-2-(trifluoromethoxy)phenyl)carbamate BrC1=CC(=C(C=C1)NC(OC(C)(C)C)=O)OC(F)(F)F